4-[(4S)-azepan-4-yl]oxy-6-(1-methylpyrazol-4-yl)pyrazolo[1,5-a]pyrazine N1CC[C@H](CCC1)OC=1C=2N(C=C(N1)C=1C=NN(C1)C)N=CC2